CS(=O)(=O)C=1C=NC=C(C(=O)N2[C@@H](CC2)C(=O)NC=2SC=C(N2)C2=CC(=CC=C2)C2=CC=NC=C2)C1 (S)-1-(5-(methylsulfonyl)nicotinoyl)-N-(4-(3-(pyridin-4-yl)phenyl)thiazol-2-yl)azetidine-2-carboxamide